C1(=CC=CC=C1)CC(=S)SC(C)C1=CC=CC=C1 1-phenylethyl phenyldithioacetate